(methoxymethyl)pyrimidin-4-ol COCC1=NC=CC(=N1)O